C(C)(C)(C)C1N(CCC(C1)N1CCC2=C(CC1)C(=NC(=N2)NC2=CC=C(C=C2)C#N)OC2=C(C=C(C=C2C)C#N)C)C(=O)O.C[C@@]2([C@@](O)(O[C@@H]([C@@H]2O)[C@H](O)CO)C=CC)O methyl-propenyl-alpha-D-glucofuranose Tert-butyl-4-(4-(4-cyano-2,6-dimethylphenoxy)-2-((4-cyanophenyl)amino)-8,9-dihydro-5H-pyrimido[4,5-d]azepine-7(6H)-yl)piperidine-1-carboxylate